N=1N=NC=2C1CC(=CC2)C#N benzo[d][1,2,3]triazole-6-carbonitrile